(E)-2-(4-(2-(4-((5-Cyclopropyl-3-(3,5-dichloropyridin-4-yl)isoxazol-4-yl)methoxy)bicyclo[2.2.2]octan-1-yl)vinyl)phenyl)thiazol C1(CC1)C1=C(C(=NO1)C1=C(C=NC=C1Cl)Cl)COC12CCC(CC1)(CC2)/C=C/C2=CC=C(C=C2)C=2SC=CN2